N[C@@H](C(=O)O)CC=C (R)-2-aminopent-4-enoic acid